C(C)C1=CC=C(C=C1)C(C)O 1-(4-ethylphenyl)-1-ethanol